N-(6-(1-methyl-1H-imidazol-5-yl)isoquinolin-3-yl)-1-(3,3,3-trifluoropropyl)piperidine-4-carboxamide CN1C=NC=C1C=1C=C2C=C(N=CC2=CC1)NC(=O)C1CCN(CC1)CCC(F)(F)F